glycidyl (S)-(+)-m-nitrobenzenesulfonate [N+](=O)([O-])C=1C=C(C=CC1)S(=O)(=O)OCC1CO1